(5S)-5-[4-Methyl-3-[3-(trifluoromethyl)phenoxy]phenyl]-3-(1,2,4-triazol-1-yl)-4,5-dihydroisoxazole CC1=C(C=C(C=C1)[C@@H]1CC(=NO1)N1N=CN=C1)OC1=CC(=CC=C1)C(F)(F)F